5-(trifluoromethyl)-1,4-dihydro-3,1-benzoOxazin FC(C1=CC=CC2=C1COCN2)(F)F